5-((1-(2-chloro-4-(furan-2-yl)benzyl)-4-hydroxypiperidin-4-yl)methyl)-1-(4-fluorophenyl)-1,5-dihydro-4H-pyrazolo[3,4-d]pyrimidin-4-one ClC1=C(CN2CCC(CC2)(O)CN2C=NC3=C(C2=O)C=NN3C3=CC=C(C=C3)F)C=CC(=C1)C=1OC=CC1